rac-(7r,8s)-7-methyl-1,4-dioxaspiro[4.5]Decan-8-ol C[C@@H]1CC2(OCCO2)CC[C@@H]1O |r|